3,4-epoxy-6-methyl-cyclohexylmethyl 3,4-epoxy-6-methylcyclohexanecarboxylate CC1CC2C(CC1C(=O)OCC1CC3C(CC1C)O3)O2